C(CC=C)P(CC#C)(CCC=C)=O di(3-butenyl)(2-propynyl)phosphine oxide